tert-butyl (S)-4-(3-((((1R,3S)-3-(hydroxymethyl)cyclopentyl)methyl)amino)-4-nitrophenyl)-2-(methoxymethyl)piperazine-1-carboxylate OC[C@@H]1C[C@@H](CC1)CNC=1C=C(C=CC1[N+](=O)[O-])N1C[C@H](N(CC1)C(=O)OC(C)(C)C)COC